N-[4-[[1-[(3-fluorophenyl)methyl]-1H-indazol-5-yl]amino]-5-methylpyrrolo[2,1-f][1,2,4]triazine-6-yl]-carbamic acid, (3S)-3-morpholinylmethyl ester FC=1C=C(C=CC1)CN1N=CC2=CC(=CC=C12)NC1=NC=NN2C1=C(C(=C2)NC(OC[C@H]2NCCOC2)=O)C